ClC1=CC=C(N=N1)NC[C@H]1NCCCC1 (S)-6-Chloro-N-(piperidin-2-ylmethyl)pyridazin-3-amine